2-(8-(4-chlorophenyl)-6-(2-methyl-2H-indazol-5-yl)-7-oxo-6,7-dihydro-1,6-naphthyridin-2-yl)-2-(methylsulfonyl)acetic acid methyl ester COC(C(S(=O)(=O)C)C1=NC2=C(C(N(C=C2C=C1)C1=CC2=CN(N=C2C=C1)C)=O)C1=CC=C(C=C1)Cl)=O